PHENOPHOSPHAZINE BROMINE [Br].C1=CC=CC2=NC3=CC=CC=C3P=C12